1-((3-((3-chlorobenzyl)oxy)prop-1-en-2-yl)oxy)pyridin ClC=1C=C(COCC(=C)ON2CC=CC=C2)C=CC1